5-(aminomethyl)-2-chloro-N-{1-[4-(trifluoromethyl)phenyl]indazol-4-yl}benzamide NCC=1C=CC(=C(C(=O)NC2=C3C=NN(C3=CC=C2)C2=CC=C(C=C2)C(F)(F)F)C1)Cl